1-{5-fluoro-2-[3-(4-isopropyl-piperazin-1-yl)-phenylamino]-pyrimidin-4-yl}-5-methoxy-1H-indole-3-carboxylic acid amide FC=1C(=NC(=NC1)NC1=CC(=CC=C1)N1CCN(CC1)C(C)C)N1C=C(C2=CC(=CC=C12)OC)C(=O)N